C1CN1P(=S)(N2CC2)N3CC3 N,N',N''-tri-1,2-ethanediylthiophosphoramide